mono-tungsten oxide [W]=O